C(C)(C)(C)C=1C(=C(C=C(C1)CCC(=O)OC)N1N=C2C(=N1)C=CC=C2)O 2-[3'-tert-butyl-5'-(2-methoxycarbonylethyl)-2'-hydroxyphenyl]-2H-benzotriazole